[N+](=[N-])=C(C(C(C)(C)C)=O)S(=O)(=O)C1CCCCC1 1-diazo-1-cyclohexylsulfonyl-3,3-dimethyl-2-butanone